methyl L-lactate C([C@@H](O)C)(=O)OC